ClC1=CC(=C(N=N1)C(NC([2H])([2H])[2H])=O)NC=1C=C(C=C(C1OC)C1=NN(C=N1)C)CCC(O)C1=C(C=CC(=N1)NC(OC(C)(C)C)=O)F Tert-butyl (6-(3-(3-((6-chloro-3-((methyl-d3)carbamoyl)pyridazin-4-yl)amino)-4-methoxy-5-(1-methyl-1H-1,2,4-triazol-3-yl)phenyl)-1-hydroxypropyl)-5-fluoropyridin-2-yl)carbamate